oxo-1,6-dihydropyrimidine-5-carboxylic acid O=C1C(=CN=CN1)C(=O)O